4,6-dicyanobenzene C(#N)C1=CC=CC(=C1)C#N